N-benzyl-2,2-dimethyl-7-(1-methylazetidin-3-yl)-3,4-dihydroquinoline-1(2H)-carboxamide C(C1=CC=CC=C1)NC(=O)N1C(CCC2=CC=C(C=C12)C1CN(C1)C)(C)C